[Si](C)(C)(C(C)(C)C)OC1CCN(CC1)C1=C(C=CC=C1)N[C@H](C)C=1C=C(C=C2C(N(C(=NC12)C1CCOCC1)C)=O)F (R)-8-(1-((2-(4-((tert-butyldimethylsilyl)oxy)piperidin-1-yl)phenyl)amino)ethyl)-6-fluoro-3-methyl-2-(tetrahydro-2H-pyran-4-yl)quinazolin-4(3H)-one